2,2-dimethyl-4-hydroxytetrahydro-2H-pyran CC1(OCCC(C1)O)C